tert-butyl 6-chloro-3-[[(1R)-1-(2-chloro-3,6-dimethyl-4-oxo-chromen-8-yl)ethyl]amino]pyridine-2-carboxylate ClC1=CC=C(C(=N1)C(=O)OC(C)(C)C)N[C@H](C)C=1C=C(C=C2C(C(=C(OC12)Cl)C)=O)C